5-(4-fluoro-2-methyl-1-(1-methylpiperidin-4-yl)-1H-benzo[d]imidazol-6-yl)-N-((1-fluorocyclopropyl)methyl)-7H-pyrrolo[2,3-d]pyrimidin-2-amine FC1=CC(=CC=2N(C(=NC21)C)C2CCN(CC2)C)C2=CNC=1N=C(N=CC12)NCC1(CC1)F